1-phenyl-4-benzoyl-2H-pyrido[2,1-a]isoquinoline C1(=CC=CC=C1)C=1CC=C(N2C1C1=CC=CC=C1C=C2)C(C2=CC=CC=C2)=O